ClC=1C=C2CC[C@@H]([C@@H](C2=CC1)NC([O-])=O)NC([O-])=O (1R,2S)-6-Chloro-1,2,3,4-tetrahydronaphthalin-1,2-diyl-dicarbamat